1-(((2S,3S,4S)-3-Ethyl-4-fluoro-5-oxopyrrolidin-2-yl)methoxy)-7-methoxyisoquinoline-6-carboxamide C(C)[C@H]1[C@H](NC([C@H]1F)=O)COC1=NC=CC2=CC(=C(C=C12)OC)C(=O)N